Cl.C(C1=CC=CC=C1)(=O)SCCN S-(2-aminoethyl) thiobenzoate hydrochloride